C(C)(=O)OC=1C=C2C=CC(=CC2=CC1)C(=O)O 6-acetoxy-2-naphthoic acid